(Z)-2-[2-(4-cyanophenyl)-1-[3-(trifluoromethyl)phenyl]ethylidene]-N-[4-(difluoromethyl)phenyl]hydrazinecarboxamide C(#N)C1=CC=C(C=C1)C/C(/C1=CC(=CC=C1)C(F)(F)F)=N/NC(=O)NC1=CC=C(C=C1)C(F)F